benzyl (R)-3-methyl-1-oxo-8-azaspiro[4.5]decane-8-carboxylate C[C@H]1CC(C2(C1)CCN(CC2)C(=O)OCC2=CC=CC=C2)=O